vinyl acetate (Ethenyl ethanoate) C(=C)CC(=O)O.C(C)(=O)OC=C